OC=1C=C(C=CC1OC(F)(F)F)[C@H](C)NC(CN1N=NC2=C(C1=O)C=CC=C2)=O (S)-N-(1-(3-hydroxy-4-(trifluoromethoxy)phenyl)ethyl)-2-(4-oxobenzo[d][1,2,3]triazin-3(4H)-yl)acetamide